BrC1=C(C=C(C=C1OC)OC)C=1C(=C(C(N(C1)C)=O)Cl)C1=C(C=C(C=C1)F)F 5-(2-bromo-3,5-dimethoxyphenyl)-3-chloro-4-(2,4-difluorophenyl)-1-methyl-2(1H)-pyridone